NCC(C(=O)NC=1C=CC=C2C(=CNC12)C=1C=NNC1)C1=C(C=CC=C1)OC 3-amino-2-(2-methoxyphenyl)-N-[3-(1H-pyrazol-4-yl)-1H-indol-7-yl]propanamide